N1=CC=C(C=C1)[C@@H](C)N1N=C(C=C1)N |r| (rac)-1-(1-(pyridin-4-yl)ethyl)-1H-pyrazol-3-amine